C(C)OC(=O)[C@@H]1[C@H](C1)C1=NC=C(C=C1)OCC1=CC(=C(C=C1)C(F)(F)F)Br (1s,2s)-2-[5-(3-bromo-4-trifluoromethyl-benzyloxy)-pyridin-2-yl]-cyclopropanecarboxylic acid ethyl ester